rac-4-methyl-3-[[2-[2-oxo-2-[4-[5-(trifluoromethyl)pyrimidin-2-yl]piperazin-1-yl]ethyl]azetidin-1-yl]methyl]-5-(trifluoromethyl)-1H-pyridazin-6-one CC=1C(=NNC(C1C(F)(F)F)=O)CN1[C@H](CC1)CC(N1CCN(CC1)C1=NC=C(C=N1)C(F)(F)F)=O |r|